N-(2-(2-(cyclopropanesulfonamido)thiazol-4-yl)propan-2-yl)-3'-(trifluoromethyl)-[1,1'-biphenyl]-4-carboxamide C1(CC1)S(=O)(=O)NC=1SC=C(N1)C(C)(C)NC(=O)C1=CC=C(C=C1)C1=CC(=CC=C1)C(F)(F)F